5-(2-pentylphenyl)penta-2,4-dienoic acid ethyl ester C(C)OC(C=CC=CC1=C(C=CC=C1)CCCCC)=O